Octane-2,8-dicarboxylic acid 8-tert-butyl 2-ethyl ester CCOC(=O)C(C)CCCCCCC(=O)OC(C)(C)C